NC1=CC=CC(=N1)S(=O)(=O)NC1=NC(=C(C=C1)C(F)(F)F)C1=C(C=CC=C1)Cl 6-amino-N-(6-(2-chlorophenyl)-5-(trifluoromethyl)pyridin-2-yl)pyridine-2-sulfonamide